2-(4-formyl-1H-pyrazol-1-yl)pyridine-4-carbonitrile C(=O)C=1C=NN(C1)C1=NC=CC(=C1)C#N